6-(4-Acetyl-2-methylphenyl)-2-(pyrimidin-2-yl)-5,6,7,8-tetrahydrophthalazin-1(2H)-one C(C)(=O)C1=CC(=C(C=C1)C1CC=2C=NN(C(C2CC1)=O)C1=NC=CC=N1)C